(R)-N-(2-(7-hydroxy-1-methyl-1H-pyrrolo[2,3-c]pyridin-3-yl)-1-(phenyl(tetrahydro-2H-pyran-4-yl)methyl)-1H-indol-4-yl)acetamide OC=1N=CC=C2C1N(C=C2C=2N(C1=CC=CC(=C1C2)NC(C)=O)[C@H](C2CCOCC2)C2=CC=CC=C2)C